3,6,9,12,15,18,21,24-octaoxohexacosane O=C(CC)CCC(CCC(CCC(CCC(CCC(CCC(CCC(CC)=O)=O)=O)=O)=O)=O)=O